6-(3-(1,3-dimethyl-1H-pyrazol-4-yl)-7,8-dihydro-1,6-naphthyridin-6(5H)-yl)-5-methyl-N-(pyridin-3-ylmethyl)nicotinamide CN1N=C(C(=C1)C=1C=NC=2CCN(CC2C1)C1=NC=C(C(=O)NCC=2C=NC=CC2)C=C1C)C